P(=O)(OC=1C=C(C=CC1)C)(OC=1C=C(C=CC1)C)[O-] Di-m-tolyl phosphate